C(C)OC(=O)C=1C(C=C2N(C(CN3N=C4C(=CC=CC4=C32)OC3COCC3)C(C)(C)C)C1)=O 6-(tert-butyl)-2-oxo-10-((tetrahydrofuran-3-yl)oxy)-6,7-dihydro-2H-pyrido[2',1':3,4]pyrazino[1,2-b]indazole-3-carboxylic acid ethyl ester